4-((4-amino-5-(4-phenoxyphenyl)-7H-pyrrolo[2,3-d]pyrimidin-6-yl)ethynyl)piperidin NC=1C2=C(N=CN1)NC(=C2C2=CC=C(C=C2)OC2=CC=CC=C2)C#CC2CCNCC2